C(C)(C)(C)C1CCC(CC1)CC(C(=O)O)CC(=O)O 2-(4-tert-butylcyclohexyl-methyl)succinic acid